o-isopropyl-α-methylstyrene C(C)(C)C1=C(C(=C)C)C=CC=C1